COC=1C=C(C=CC1OC)C(=O)N1CCN(CC1)CCCCC1=CC=CC=C1 (3,4-dimethoxyphenyl)-[4-(4-phenylbutyl)piperazin-1-yl]methanone